((3-(hydroxymethyl)phenyl)amino)-3-((6-methoxy-2-methylisoindol-5-yl)amino)-1,2,4-triazine-6-carboxamide OCC=1C=C(C=CC1)NC=1N=C(N=NC1C(=O)N)NC1=CC2=CN(C=C2C=C1OC)C